ClC=1C=C(C=CC1OC(F)(F)F)N1C(=NC2=C1C=C(C=C2)N2CCC(CC2)C(F)(F)F)C#C[Si](C(C)C)(C(C)C)C(C)C 1-(3-chloro-4-(trifluoromethoxy)phenyl)-6-(4-(trifluoromethyl)piperidin-1-yl)-2-((triisopropylsilyl)ethynyl)-1H-benzo[d]imidazole